methyl 4-[[4-[2-[(10S)-4-(2-hydroxyphenyl)-1,5,6,8,12-pentazatricyclo[8.4.0.02,7]tetradeca-2,4,6-trien-12-yl]pyrimidin-5-yl]-1-piperidyl]methyl]cyclohexanecarboxylate OC1=C(C=CC=C1)C=1C=C2N3CCN(C[C@@H]3CNC2=NN1)C1=NC=C(C=N1)C1CCN(CC1)CC1CCC(CC1)C(=O)OC